(R)-1-(4-(7,7-difluoro-2-((2S,3R)-3-fluoro-2-methylazetidin-1-yl)-6,7-dihydro-5H-cyclopenta[d]pyrimidin-4-yl)phenyl)-2-(methylsulfonyl)ethan-1-amine FC1(CCC2=C1N=C(N=C2C2=CC=C(C=C2)[C@H](CS(=O)(=O)C)N)N2[C@H]([C@@H](C2)F)C)F